tert-butyl 3-[2-[(1R)-2,2-dimethoxy-1-methyl-ethoxy]-7-[8-ethyl-3-(methoxymethoxy)-1-naphthyl]-8-fluoro-pyrido[4,3-d]pyrimidin-4-yl]-3,8-diazabicyclo[3.2.1]octane-8-carboxylate COC([C@H](OC=1N=C(C2=C(N1)C(=C(N=C2)C2=CC(=CC1=CC=CC(=C21)CC)OCOC)F)N2CC1CCC(C2)N1C(=O)OC(C)(C)C)C)OC